[N+](=O)([O-])C1=CC2=CC(=CC=C2C(=C1)[N+](=O)[O-])S(=O)(=O)O 2,4-dinitronaphthalene-7-sulfonic acid